3-(1-Oxo-5-(piperazin-1-yl)isoindolin-2-yl)piperidine-2,6-dione hydrochloride Cl.O=C1N(CC2=CC(=CC=C12)N1CCNCC1)C1C(NC(CC1)=O)=O